C(C)(C)(C)OC(=O)N1CC(C1)CN1CCC(CC1)N1N=C(C=2C1=NC=NC2N)C2=CC=C(C=C2)OC2=CC=CC=C2 3-((4-(4-amino-3-(4-phenoxyphenyl)-1H-pyrazolo[3,4-d]pyrimidin-1-yl)piperidin-1-yl)methyl)azetidine-1-carboxylic acid tert-butyl ester